ClC1=CC=C(C=C1)[C@H]1C[C@@H](CO1)C1=NOC(=N1)CN1C=NC=2NC(N(C2C1=O)C)=O 1-((3-((3R,5R)-5-(4-chlorophenyl)tetrahydro-furan-3-yl)-1,2,4-oxadiazol-5-yl)methyl)-7-methyl-7,9-dihydro-1H-purine-6,8-dione